NCC1=CC=C(C=C1)C1=CC2=C(N=C3N2[C@H]2C4=C(C(N([C@@H]3C2)C([2H])([2H])[2H])=O)C=CC=C4C#C)C=C1 (7R,14R)-11-(4-(aminomethyl)phenyl)-1-ethynyl-6-(methyl-d3)-6,7-dihydro-7,14-methanobenzo[f]benzo[4,5]imidazo[1,2-a][1,4]diazocin-5(14H)-one